C(C)(C)(C)OC(N[C@H](C(=O)NCC1=C(C(=CC=C1)Cl)F)CC=1SC=CC1)=O (S)-(1-((3-chloro-2-fluorophenylmethyl)amino)-1-oxo-3-(thiophen-2-yl)propan-2-yl)carbamic acid tert-butyl ester